ClC=1N=C(C2=C(N1)CC[S@]2=O)NC2CC(C2)O (R)-2-chloro-4-(((1r,3R)-3-hydroxycyclobutyl)amino)-6,7-dihydrothieno[3,2-d]pyrimidine 5-oxide